(8S,9S)-5-fluoro-8-(4-fluorophenyl)-9-(5-methyl-1H-1,2,4-triazol-1-yl)-8,9-dihydro-2H-pyrido[4,3,2-de]phthalazin-3(7H)-one FC=1C=C2C=3C(=NNC(C3C1)=O)[C@H]([C@@H](N2)C2=CC=C(C=C2)F)N2N=CN=C2C